C1N(CCC2=CC=CC=C12)C[C@H](CN1C(C2=CC=C(C=C2CC1)N1CCC(CC1)OC)=O)O 2-[(2R)-3-(3,4-dihydro-1H-isoquinolin-2-yl)-2-hydroxy-propyl]-6-(4-methoxy-1-piperidyl)-3,4-dihydroisoquinolin-1-one